C(C=C)(=O)OC=1C2=CC=CC=C2C(=C2C3C=CC(C12)C3)OC 9-acryloyloxy-10-methoxy-1,4-dihydro-1,4-methanoanthracene